COC1=CC=C(C=C1)C1=NOC(=N1)N1CCC(CC1)C(=O)NC1CCOC2(C1)CCCCC2 1-(3-(4-Methoxyphenyl)-1,2,4-oxadiazol-5-yl)-N-(1-oxaspiro[5.5]undecan-4-yl)piperidine-4-carboxamide